N-(2-(2-(((1r,4r)-4-aminocyclohexyl)amino)-8-ethylquinazolin-6-yl)pyrimidin-5-yl)-2-chlorobenzene-sulfonamide NC1CCC(CC1)NC1=NC2=C(C=C(C=C2C=N1)C1=NC=C(C=N1)NS(=O)(=O)C1=C(C=CC=C1)Cl)CC